FC1=C(C=CC=C1)C1=NN2C(N=C(C=C2)N2CCCC2)=C1C(=O)OCC Ethyl 2-(2-fluorophenyl)-5-pyrrolidin-1-ylpyrazolo[1,5-a]pyrimidine-3-carboxylate